ClC1=C(C=CC=C1Cl)N1CCN(CC1)CCC1(CCC(CC1)NS(=O)(=O)C1=CC=C(C=C1)C)F N-(cis-4-(2-(4-(2,3-dichlorophenyl)piperazin-1-yl)ethyl)-4-fluorocyclohexyl)-4-methylbenzenesulfonamide